5-octadecyloxypyridine hydrochloride Cl.C(CCCCCCCCCCCCCCCCC)OC=1C=CC=NC1